C(C1=CC=CC=C1)N([C@@H]1CN(C[C@H]1OCCOC)C(C(=O)OCC)(C)C)CC1=CC=CC=C1 ethyl 2-((3R,4R)-3-(dibenzylamino)-4-(2-methoxyethoxy)pyrrolidin-1-yl)-2-methylpropanoate